C(C1=CC=CC=C1)OC=1C=C(C=C(C1)F)C(C)C1=CC=2NC3=CC=CC=C3SC2C=C1 2-(1-(3-(benzyloxy)-5-fluorophenyl)ethyl)-10H-phenothiazine